C(C)(C)(C)OC(=O)N[C@H](C(=O)[O-])CC1=C(C=C(C=C1)OCCB1OC(C(O1)(C)C)(C)C)F (2S)-2-[(tert-butoxycarbonyl)amino]-3-{2-fluoro-4-[2-(4,4,5,5-tetramethyl-1,3,2-dioxaborolan-2-yl)ethoxy]phenyl}propanoate